methyl (E)-3-(3-(N-((2-chloro-4-(1-methyl-1H-indazol-5-yl)phenyl)methyl-d)benzamido)phenyl)acrylate ClC1=C(C=CC(=C1)C=1C=C2C=NN(C2=CC1)C)C(N(C(C1=CC=CC=C1)=O)C=1C=C(C=CC1)/C=C/C(=O)OC)[2H]